1-(5-methoxy-2-pyrimidin-2-yl-pyrazol-3-yl)ethanone COC=1C=C(N(N1)C1=NC=CC=N1)C(C)=O